(S)-3-(5-(3,5-difluorophenyl)-3-oxo-6,7-dihydro-3H-pyrrolo[2,1-c][1,2,4]triazol-2(5H)-yl)-2,2-difluorobicyclo[1.1.1]pentane-1-carboxamide FC=1C=C(C=C(C1)F)[C@@H]1CCC2=NN(C(N21)=O)C21C(C(C2)(C1)C(=O)N)(F)F